2-(4-chloro-3-(2-(((R)-phenyl((R)-1,2,3,4-tetrahydropyrido[2,3-b]pyrazin-3-yl)methyl)amino)ethyl)phenyl)-2-methylpropanoic acid ClC1=C(C=C(C=C1)C(C(=O)O)(C)C)CCN[C@@H]([C@H]1CNC2=C(N1)N=CC=C2)C2=CC=CC=C2